[N+](=O)([O-])C=1C=C(C=CC1)S(=O)(=O)NC1=NC(=NC=C1)NC1=CC=CC=C1 3-Nitro-N-(2-(phenylamino)pyrimidin-4-yl)benzenesulfonamide